TRIETHYLENE GLYCOL DIHEPTANOATE C(CCCCCC)(=O)OCCOCCOCCOC(CCCCCC)=O